1-[6,7-dimethyl-4-(methylamino)-1,3-dihydro-2H-pyrrolo[3,4-c]pyridin-2-yl]-2-[trans-2-(6-methylpyridin-3-yl)cyclopropyl]ethanone CC1=C(C2=C(C(=N1)NC)CN(C2)C(C[C@H]2[C@@H](C2)C=2C=NC(=CC2)C)=O)C